C(CCC)N(CCCC)CC1=CC=C(C=C1)CCCCCCCC N,N-dibutyl-p-octylbenzylamine